C(C)(=O)O[C@@H]1[C@H](OC([C@@H]1OC(C)=O)OC(C)=O)CNC(CCC)=O [(2R,3R,4R)-4,5-diacetoxy-2-[(butanoylamino)methyl]tetrahydrofuran-3-yl] acetate